4-(4-{[(3S,4S)-3-fluoro-4-{[4-(pentafluoro-λ6-sulfanyl)phenyl]Amino}piperidin-1-yl]sulfonyl}phenyl)pyridine-2-carboxamide F[C@H]1CN(CC[C@@H]1NC1=CC=C(C=C1)S(F)(F)(F)(F)F)S(=O)(=O)C1=CC=C(C=C1)C1=CC(=NC=C1)C(=O)N